trichlorine sulfur [S].[Cl].[Cl].[Cl]